C1(=CC=CC=C1)C1=NC=CC(=C1)NC(OC1=CC=CC=C1)=O phenyl (2-phenylpyridin-4-yl)carbamate